6-(3-Benzyloxycyclobutyl)-5-methoxy-pyridazin-3-amine C(C1=CC=CC=C1)OC1CC(C1)C1=C(C=C(N=N1)N)OC